ClC=1C=C(CC=2C=CC(=NC2)NC(=O)C2=CN(C(C=C2)=O)C)C=CC1 N-(5-(3-chlorobenzyl)pyridin-2-yl)-1-methyl-6-oxo-1,6-dihydropyridine-3-carboxamide